CS(=O)(=O)OCC1=CC(=NC(=C1)CCC)OC (2-methoxy-6-propylpyridin-4-yl)methyl methanesulfonate